ClC1=CC(=C(C=C1)S(=O)(=O)NC=1C(=C(C(=CC1)F)C=1C=C2C=NC(=NC2=CC1)NC(C(C)(C)C)=O)F)C(F)(F)F N-(6-(3-(4-chloro-2-(trifluoromethyl)phenylsulfonamido)-2,6-difluorophenyl)quinazolin-2-yl)pivaloamide